CC=1CCS(=O)(=O)OC1 3-methyl-3-Butene-1,4-sultone